1-(2-methyl-4-(trifluoromethoxy)phenyl)-3-(6-oxo-1,6-dihydropyridin-3-yl)-6-(trifluoromethyl)-2,3-dihydropyrido[2,3-d]pyrimidin-4(1H)-one CC1=C(C=CC(=C1)OC(F)(F)F)N1CN(C(C2=C1N=CC(=C2)C(F)(F)F)=O)C2=CNC(C=C2)=O